5-(Trifluoromethyl)-3H-imidazo[4,5-b]pyridin FC(C1=CC=C2C(=N1)NC=N2)(F)F